Benzyl (s)-2-((tert-butoxycarbonyl)amino)-3-(4-formylphenyl)propanoate C(C)(C)(C)OC(=O)N[C@H](C(=O)OCC1=CC=CC=C1)CC1=CC=C(C=C1)C=O